3-amino-7-(2-fluoro-6-methyl-phenyl)-N-[(1-methyl-4-piperidyl)methyl]isoquinoline-4-carboxamide NC=1N=CC2=CC(=CC=C2C1C(=O)NCC1CCN(CC1)C)C1=C(C=CC=C1C)F